6-(2,5-Dihydroxyfurfurylamino)-9-β-D-arabinofuranosylpurin OC1(CNC2=C3N=CN(C3=NC=N2)[C@H]2[C@@H](O)[C@H](O)[C@H](O2)CO)CC=C(O1)O